N-((R)-4-(tert-Butoxycarbonyl)-2-methylpiperazine-1-carbonyl)-N-methyl-L-valine C(C)(C)(C)OC(=O)N1C[C@H](N(CC1)C(=O)N([C@@H](C(C)C)C(=O)O)C)C